C(#N)C=1C(=C(C=C(C1)C=1C(=NN(C1)C)COC[C@@H](C)N(C)C(=O)C1=C(NC(=C1)C)C=O)CC(=O)OC)[N+](=O)[O-] methyl 2-[3-cyano-5-[3-[[(2R)-2-[(2-formyl-5-methyl-1H-pyrrole-3-carbonyl)-methyl-amino]propoxy]methyl]-1-methyl-pyrazol-4-yl]-2-nitro-phenyl]acetate